C(C)(C)(C)OC(=O)N1C(CCCC1)N1C(NCC1)=O (2-oxoimidazolin-1-yl)piperidine-1-carboxylic acid tert-butyl ester